C(C1=CN=CC=C1)(=O)[O-] nicotinic acid anion